O=C(C(=O)[O-])C α-oxopropionate